6-amino-7-methoxyquinazolin-4(3H)-one NC=1C=C2C(NC=NC2=CC1OC)=O